CC/C=C\\C/C=C\\C/C=C\\C/C=C\\C/C=C\\CCCCCCCCCCCCCCCCCCC/C=C/C(=O)SCCNC(=O)CCNC(=O)[C@@H](C(C)(C)COP(=O)(O)OP(=O)(O)OC[C@@H]1[C@H]([C@H]([C@@H](O1)N2C=NC3=C(N=CN=C32)N)O)OP(=O)(O)O)O The molecule is an unsaturated fatty acyl-CoA that results from the formal condensation of the thiol group of coenzyme A with the carboxy group of (2E,23Z,26Z,29Z,32Z,35Z)-octatriacontahexaenoic acid. It is an unsaturated fatty acyl-CoA and an ultra-long-chain fatty acyl-CoA. It is a conjugate acid of a (2E,23Z,26Z,29Z,32Z,35Z)-octatriacontahexaenoyl-CoA(4-).